C(CCCCCCCCCCCCCCCCC)(=O)[O-].C(CCC)O[Zr+](OCCCC)OCCCC Tributoxyzirconium monostearate